CC1=C2C(=NC=C1C1=NN(C(C1)C1=CSC=C1)C(CC)=O)SC=C2 4-methyl-5-(1-propionyl-5-(thiophen-3-yl)-4,5-dihydro-1H-pyrazol-3-yl)thieno[2,3-b]pyridin